Cl.C12CC(CC(CCC1)N2)N(C=2SC1=C(C=NC(=C1)C1=CC3=CN(N=C3C(=C1)C)C)N2)C N-(9-azabicyclo[3.3.1]non-3-yl)-6-(2,7-dimethyl-2H-indazol-5-yl)-N-methyl[1,3]thiazolo[4,5-c]pyridin-2-amine hydrochloride